BrC1=CC=C(C(=C1C(=O)OC)F)C1CN(CC1)C1=CC(=C(C=C1)[N+](=O)[O-])Cl methyl 6-bromo-3-(1-(3-chloro-4-nitrophenyl) pyrrolidin-3-yl)-2-fluorobenzoate